2-(5-bromo-2-oxo-4-(trifluoromethyl)pyrimidine-1(2H)-yl)-4-methylpentanoic acid methyl ester COC(C(CC(C)C)N1C(N=C(C(=C1)Br)C(F)(F)F)=O)=O